C1=C(C=CC2=CC=CC=C12)C1OC(=C(C1=O)OS(=O)(=O)C1=CC=CC=C1)N 2-(2-naphthyl)-4-[[phenylsulfonyl]oxy]-5-amino-3(2H)-furanone